ClC1=C(C=CC=C1Cl)SC=1C=2N(C(=NC1)N1CCC3(CCCC3(N)C)CC1)C=CN2 8-(8-((2,3-dichlorophenyl)thio)imidazo[1,2-c]pyrimidin-5-yl)-1-methyl-8-azaspiro[4.5]decan-1-amine